2-((phenylthio)methyl)-1-toluenesulfonyl-aziridine C1(=CC=CC=C1)SCC1N(C1)S(=O)(=O)CC1=CC=CC=C1